N[C@@H]1CN(CC[C@H]1F)C1=NC2=C(N1CC(=O)N1CC(C1)C(C)C)C=C(C(=C2)F)F 2-(2-((3R,4R)-3-Amino-4-fluoropiperidin-1-yl)-5,6-difluoro-1H-benzo[d]imidazol-1-yl)-1-(3-isopropylazetidin-1-yl)ethanon